ethyl (S)-3-amino-3-(2',5'-dimethoxybiphenyl-3-yl)propanoate N[C@@H](CC(=O)OCC)C=1C=C(C=CC1)C1=C(C=CC(=C1)OC)OC